N-(4-((3-(furan-2-yl)-3-phenethyl-pyrrolidin-1-yl)methyl)phenyl)acetamide O1C(=CC=C1)C1(CN(CC1)CC1=CC=C(C=C1)NC(C)=O)CCC1=CC=CC=C1